(4R*)-ethyl 4-(3-fluoro-2-methylphenyl)-6-((2R,3R,4R,5S)-4-(methoxycarbonyl) cuban-1-yl)-2-(thiazol-2-yl)-1,4-dihydropyrimidine-5-carboxylate FC=1C(=C(C=CC1)[C@H]1N=C(NC(=C1C(=O)OCC)C12C3C4C5(C3C1C5C24)C(=O)OC)C=2SC=CN2)C |o1:7|